4-(hydroxycarbamoyl)benzyl (S)-2-(4-(4-chlorophenyl)-2,3,9-trimethyl-6H-thieno[3,2-f][1,2,4]triazolo[4,3-a][1,4]diazepin-6-yl)acetate ClC1=CC=C(C=C1)C1=N[C@H](C=2N(C3=C1C(=C(S3)C)C)C(=NN2)C)CC(=O)OCC2=CC=C(C=C2)C(NO)=O